5-(trifluoromethyl)-1H-pyrrolo[2,3-b]pyridine FC(C=1C=C2C(=NC1)NC=C2)(F)F